6'-chloro-N-[(1-methyl-1H-indol-5-yl)methyl]-4'-oxo-3',4'-dihydrospiro[azetidine-3,2'-[1]benzopyran]-1-carboxamide ClC=1C=CC2=C(C(CC3(O2)CN(C3)C(=O)NCC=3C=C2C=CN(C2=CC3)C)=O)C1